OC(C(=O)N)C1=CC=CC=C1 2-hydroxy-2-phenylacetamide